N[C@H]1[C@H](OC)O[C@@H]([C@H]([C@@H]1O)O)CN methyl 2,6-dideoxy-2,6-diamino-β-D-glucopyranoside